(2S,4R)-1-((R)-2-(2-naphthoylamino)-3-cyclohexylpropionyl)-N-(4-amino-1-cyclobutyl-3-hydroxy-4-oxobutan-2-yl)-4-(piperidin-1-yl)pyrrolidine-2-carboxamide sodium [Na].C1=C(C=CC2=CC=CC=C12)C(=O)N[C@@H](C(=O)N1[C@@H](C[C@H](C1)N1CCCCC1)C(=O)NC(CC1CCC1)C(C(=O)N)O)CC1CCCCC1